BrC=1C=CC=2N(C3=CC=C(C=C3C2C1)Br)C[C@@H](CN1CCN(CC1)C(=O)OC(C)(C)C)O tert-butyl (R)-4-(3-(3,6-dibromo-9H-carbazol-9-yl)-2-hydroxypropyl)piperazine-1-carboxylate